C1=CC=C2C=CC=C3C(=O)C4=CC=CC=C4C1=C23 Benzanthron